CC1=CC=C(C(=O)OCC#CC=2C=C(C(=C(C2)C(N)=O)N)C2=CC=C(C=C2)S(N)(=O)=O)C=C1 3-(6-amino-5-carbamoyl-4'-sulfamoyl-[1,1'-biphenyl]-3-yl)prop-2-yn-1-yl 4-methylbenzoate